CN1C(C2=C(C=C1)C=C(N2)C(=O)O)=O 6-methyl-7-oxo-6,7-dihydro-1H-pyrrolo[2,3-C]pyridine-2-carboxylic acid